N=1N2C(=C(C1)C=1C(=CC(N(C1)C)=O)OCC)CCC2 5-(5,6-dihydro-4H-pyrrolo[1,2-b]pyrazol-3-yl)-4-ethoxy-1-methylpyridin-2(1H)-one